NC(CNC(=O)C1=NC(=CN=C1)C=1NC(=CC1)C1=CC=CC=C1)(C)C N-(2-amino-2-methylpropyl)-6-(5-phenyl-1H-pyrrol-2-yl)pyrazine-2-carboxamide